(S)-2-(2-bromopyridin-4-yl)butan-2-ol BrC1=NC=CC(=C1)[C@](C)(CC)O